5-acetyl-2-(3,4-dichlorophenyl)-1-ethyl-6-methyl-4-oxo-pyridine-3-carboxylic acid C(C)(=O)C=1C(C(=C(N(C1C)CC)C1=CC(=C(C=C1)Cl)Cl)C(=O)O)=O